C1CC(CCC1N)NC(=O)OCC2=CC=CC=C2 benzyl ((1R,4R)-4-aminocyclohexyl)carbamate